ClC1=CC(=C(N=N1)C(=O)NC([2H])([2H])[2H])NC1=CSC2=C1C(N(C=C2)C)=O 6-Chloro-N-(methyl-d3)-4-((5-methyl-4-oxo-4,5-dihydrothieno[3,2-c]pyridin-3-yl)amino)pyridazine-3-carboxamide